C(CCCCCCC\C=C/CCCCCCCC)(=O)OC[C@@H](O)[C@H]1OC[C@@H]([C@H]1O)O [(2R)-2-[(2R,3R,4S)-3,4-dihydroxyoxolan-2-yl]-2-hydroxyethyl] (Z)-octadec-9-enoate